4-(3-(5-Fluoropyridin-2-yl)-1-isopropyl-1H-pyrazol-4-yl)-1H-pyrazolo[3,4-b]pyridine FC=1C=CC(=NC1)C1=NN(C=C1C1=C2C(=NC=C1)NN=C2)C(C)C